4-[bis(2,4,6-trichlorophenyl)methyl]-3,5-dichlorophenyl-boric acid ClC1=C(C(=CC(=C1)Cl)Cl)C(C1=C(C=C(C=C1Cl)OB(O)O)Cl)C1=C(C=C(C=C1Cl)Cl)Cl